methyl 3-(2-((benzhydryl) amino)-5-methoxyphenyl)-2-methylpropionate C(C1=CC=CC=C1)(C1=CC=CC=C1)NC1=C(C=C(C=C1)OC)CC(C(=O)OC)C